C(=O)O.CC=1C(=NC(=CC1)C([2H])([2H])[2H])C(=O)N.CC=1C(=NC(=CC1)C([2H])([2H])[2H])C(=O)N methyl-6-(methyl-d3)picolinamide hemiformate